CC1=CC([C@@H]2C([C@H]1C2)(C)C)O (1S,5S)-4,6,6-Trimethylbicyclo[3.1.1]hept-3-en-2-ol